5-({6-amino-2-(4-(5-chloro-2-cyanophenyl)-5-methoxy-2-oxopyridin-1(2H)-yl)-3-methylhexanoyl}amino)pyrazolo[1,5-a]pyridine-3-carboxamide NCCCC(C(C(=O)NC1=CC=2N(C=C1)N=CC2C(=O)N)N2C(C=C(C(=C2)OC)C2=C(C=CC(=C2)Cl)C#N)=O)C